C1(CCCC1)NC1=C(C=C(C=C1)[C@@H]1N(CCC[C@@H]1C(=O)OCC)C(C1=C(C=CC=C1C)F)=O)I ethyl (2R,3S)-2-(4-(cyclopentylamino)-3-iodophenyl)-1-(2-fluoro-6-methylbenzoyl)piperidine-3-carboxylate